5-{[2-(2-cyano-4-fluorophenyl)-2-azaspiro[3.3]heptan-6-yl]oxy}-2'-ethoxy-N-(2-oxopyrrolidin-3-yl)[2,3'-bipyridine]-6-carboxamide C(#N)C1=C(C=CC(=C1)F)N1CC2(C1)CC(C2)OC=2C=CC(=NC2C(=O)NC2C(NCC2)=O)C=2C(=NC=CC2)OCC